C1(CC1)N1N=C(C=C1)S(=O)(=O)NC(NC1=C2CCCC2=CC(=C1C1=CC=2N(C=C1)N=C(C2)C)C)=O 1-cyclopropyl-N-((6-methyl-5-(2-methylpyrazolo[1,5-a]pyridin-5-yl)-2,3-dihydro-1H-inden-4-yl)carbamoyl)-1H-pyrazole-3-sulfonamide